[Co](OC#N)OC#N.[Zn] zinc cobalt cyanate